(S)-6-(5-(aminomethyl)-2-oxoOxazolidin-3-yl)-2H-pyrido[3,2-b][1,4]Oxazine NC[C@H]1CN(C(O1)=O)C=1C=CC=2OCC=NC2N1